CC1=C(C(=CC(=C1)C)C)CC(=O)O 2,4,6-trimethylphenylacetic acid